O[C@H](C)[C@@H]1[C@H]2C[C@H]2CN1C(=O)OC(C)(C)C tert-butyl (1S,2S,5R)-2-((R)-1-hydroxyethyl)-3-azabicyclo[3.1.0]hexane-3-carboxylate